ClC1=CC(=C(C=2C1=CC=C1C=CC=NC21)O)Cl 7,9-dichloro-10-hydroxybenzoquinoline